C1(=CC=CC=C1)N1C2=CC=C(C=C2C=2C=CC(=CC12)C#N)C1=CC=C(C=C1)B1OC(C(O1)(C)C)(C)C 9-phenyl-6-(4-(4,4,5,5-tetramethyl-1,3,2-dioxaborolan-2-yl)phenyl)-9H-carbazole-2-carbonitrile